COC1=C(CNS(=O)(=O)C2=C(C=CC(=C2)[N+](=O)[O-])N2N=C(C=C2)F)C=CC(=C1)OC N-(2,4-dimethoxybenzyl)-2-(3-fluoro-1H-pyrazol-1-yl)-5-nitrobenzenesulfonamide